FC1=C(C=CC=C1)NC(C(=O)N[C@H](C(N[C@@H](C[C@H]1C(NCC1)=O)C(COC(C(F)F)C(F)F)=O)=O)CC(C)C)=O N1-(2-fluorophenyl)-N2-((S)-4-methyl-1-oxo-1-(((S)-3-oxo-1-((S)-2-oxopyrrolidin-3-yl)-4-((1,1,3,3-tetrafluoropropan-2-yl)oxy)butan-2-yl)amino)pentan-2-yl)oxalamide